ClC1=C(OC=2C=CC(=C(C2)S(=O)(=O)N(C)C2CC(C2)O)O)C(=CC(=C1)N1N=C(C(NC1=O)=O)C(F)F)Cl 5-[2,6-dichloro-4-[6-(difluoromethyl)-3,5-dioxo-1,2,4-triazin-2-yl]phenoxy]-2-hydroxy-N-(3-hydroxycyclobutyl)-N-methyl-benzenesulfonamide